C(CC)C1=CC=CC=C1 PROPYLBENZENE